C(#N)[C@H]1N(CSC1)C(CNC(=O)C1=CC=NC2=CC=C(C=C12)N1C[C@H](OCC1)COC)=O N-(2-((R)-4-Cyanothiazolidin-3-yl)-2-oxoethyl)-6-((S)-2-(methoxymethyl)-morpholino)quinoline-4-carboxamide